ClC1=NC=C(C(=O)OC)C(=C1)NCC[C@@H](C)O Methyl (R)-6-chloro-4-((3-hydroxybutyl)amino)nicotinate